The molecule is a 3-oxo-fatty acyl-CoA(4-) arising from deprotonation of the phosphate and diphosphate functions of (6Z,9Z,12Z,15Z,18Z,21Z)-3-oxotetracosahexaenoyl-CoA. It is a 3-oxo-fatty acyl-CoA(4-), an 11,12-saturated fatty acyl-CoA(4-) and a very long-chain 3-oxoacyl-CoA(4-). It is a conjugate base of a (6Z,9Z,12Z,15Z,18Z,21Z)-3-oxotetracosahexaenoyl-CoA. CC/C=C\\C/C=C\\C/C=C\\C/C=C\\C/C=C\\C/C=C\\CCC(=O)CC(=O)SCCNC(=O)CCNC(=O)[C@@H](C(C)(C)COP(=O)([O-])OP(=O)([O-])OC[C@@H]1[C@H]([C@H]([C@@H](O1)N2C=NC3=C(N=CN=C32)N)O)OP(=O)([O-])[O-])O